ClC1=CC=C2C(NC(N(C2=C1)C1=C(C=CC=C1)F)=O)=O 7-chloro-1-(2-fluorophenyl)quinazolin-2,4(1H,3H)-dione